methyl 6'-((tert-butoxycarbonyl)amino)-1'-methyl-2'-oxospiro[cyclopentane-1,3'-indoline]-5'-carboxylate C(C)(C)(C)OC(=O)NC1=C(C=C2C3(C(N(C2=C1)C)=O)CCCC3)C(=O)OC